TRICYCLO[5.2.1.0(2,6)]DEC-3-EN C12C3C=CCC3C(CC1)C2